FC1=C(C=C(C=C1)F)C1=NC=NC(=C1NC(=O)C=1C=NC(=NC1)C(C)C)N1CC(CC1)(F)F N-(4-(2,5-difluorophenyl)-6-(3,3-difluoropyrrolidin-1-yl)pyrimidin-5-yl)-2-isopropylpyrimidine-5-carboxamide